N=1N=CN2C1CN(CC2)C(CNC(OC(C)(C)C)=O)=O tert-butyl (2-(5,6-dihydro-[1,2,4]triazolo[4,3-a]pyrazin-7(8H)-yl)-2-oxoethyl)carbamate